FC=1C(=NC=NC1C1=C2C=NNC2=CC=C1C)N1CC2(CN(C2)C(C=C)=O)CC1 1-(6-(5-fluoro-6-(5-methyl-1H-indazol-4-yl)pyrimidin-4-yl)-2,6-diazaspiro[3.4]octan-2-yl)prop-2-en-1-one